C(C)(C)(C)NC(=O)C1=CN(C2=NC(=C(C=C2C1=O)F)N1C[C@H]([C@@H](C1)O)O)C1=C(C=C(C=C1F)F)Cl N-tert-butyl-1-(2-chloro-4,6-difluorophenyl)-7-[(3R,4R)-3,4-dihydroxypyrrolidin-1-yl]-6-fluoro-4-oxo-1,4-dihydro-1,8-naphthyridine-3-carboxamide